BrC=1C(=NC(=NC1N(C1=CC=C(C=C1)OC1=CC=CC=C1)CC(=C)C)Cl)NCC1=CC=C(C=C1)OC 5-bromo-2-chloro-N4-(4-methoxybenzyl)-N6-(2-methylallyl)-N6-(4-phenoxyphenyl)pyrimidine-4,6-diamine